tert-butyl (9-((2-(2,6-dioxopiperidin-3-yl)-1,3-dioxoisoindolin-4-yl)oxy)non-5-yn-1-yl)(methyl)carbamate O=C1NC(CCC1N1C(C2=CC=CC(=C2C1=O)OCCCC#CCCCCN(C(OC(C)(C)C)=O)C)=O)=O